C(C)(C)(C)OC(=O)NCCOC(=O)NC1=C(C=C(C=C1)S(=O)(=O)N(C1=C(N=CS1)C(=O)OC(C)(C)C)CC1=CC=C(C=C1)OC)F Tert-butyl 5-[[4-[2-(tert-butoxycarbonylamino)ethoxycarbonylamino]-3-fluoro-phenyl]sulfonyl-[(4-methoxyphenyl)methyl]amino]thiazole-4-carboxylate